3-(6-bromo-3-(1-cyclopropyl-1H-[1,2,3]triazolo[4,5-c]pyridin-7-yl)-2,4-dioxo-3,4-dihydrothieno[3,2-d]pyrimidin-1(2H)-yl)propionitrile BrC1=CC=2N(C(N(C(C2S1)=O)C=1C2=C(C=NC1)N=NN2C2CC2)=O)CCC#N